FC1=CC=C(C=C1)C=1C(=C(C(=NC1C)C)C(=O)NC1=CC(=C(C=C1)OC1=CC=NC2=CC(=CN=C12)C(=C)C)F)O 5-(4-Fluorophenyl)-N-[3-fluoro-4-[(7-prop-1-en-2-yl-1,5-naphthyridin-4-yl)oxy]phenyl]-4-hydroxy-2,6-dimethylpyridine-3-carboxamide